2-ethylhexyl (E)-3-(4-methoxyphenyl)prop-2-enoate COC1=CC=C(C=C1)/C=C/C(=O)OCC(CCCC)CC